(S)-5-(7-chloro-1H-indole-2-carbonyl)-N-((S)-3-oxo-1-((S)-2-oxopyrrolidin-3-yl)-4-(trifluoromethoxy)butan-2-yl)-5-azaspiro[2.4]heptane-6-carboxamide ClC=1C=CC=C2C=C(NC12)C(=O)N1CC2(CC2)C[C@H]1C(=O)N[C@@H](C[C@H]1C(NCC1)=O)C(COC(F)(F)F)=O